2-((4-isobutylbenzyl)thio)-4H-imidazole C(C(C)C)C1=CC=C(CSC=2N=CCN2)C=C1